5-(N-isobutenyl-3-cyanoindol-5-yl)isoxazole-3-carboxylic acid C(=C(C)C)N1C=C(C2=CC(=CC=C12)C1=CC(=NO1)C(=O)O)C#N